SC=1NC2=C(N1)C=CC=C2 2-Mercaptobenzimidazol